C(C1=CC=CC=C1)OC1CC(C1)(F)C=1SC=C(N1)C(F)(F)F 2-(3-benzyloxy-1-fluoro-cyclobutyl)-4-(trifluoromethyl)thiazole